3-(morpholinomethyldimethoxysilyl)styrene O1CCN(CC1)C[Si](C=1C=C(C=C)C=CC1)(OC)OC